[N+](=O)([O-])C1=CC=C(S1)C=CC(=O)N 3-(5-nitro-2-thienyl)-2-propenamide